The molecule is a benzodiazepine that is 5H-dibenzo[b,e][1,4]diazepine substituted by a chloro group at position 8 and a 4-methylpiperazin-1-yl group at position 11. It is a second generation antipsychotic used in the treatment of psychiatric disorders like schizophrenia. It has a role as a serotonergic antagonist, a dopaminergic antagonist, an adrenergic antagonist, a histamine antagonist, a muscarinic antagonist, a second generation antipsychotic, a GABA antagonist, an EC 3.4.21.26 (prolyl oligopeptidase) inhibitor, a xenobiotic and an environmental contaminant. It is a benzodiazepine, a N-methylpiperazine, a N-arylpiperazine and an organochlorine compound. CN1CCN(CC1)C2=NC3=C(C=CC(=C3)Cl)NC4=CC=CC=C42